OC[C@H]1N(CCOC1)C(=O)C1=C(C=CC=C1)CCC(=O)OCC ethyl (R)-3-(2-(3-(hydroxymethyl)morpholine-4-carbonyl)phenyl)propanoate